ethoxyiron C(C)O[Fe]